2-(4-hydroxypyrimidin-2-yl)-6-(thiazol-2-yl)-pyridin-4-amine hydrobromide Br.OC1=NC(=NC=C1)C1=NC(=CC(=C1)N)C=1SC=CN1